COC1=C2C(NC(=NC2=CC(=C1)OC)C1=CC=C(C=C1)N1CCC(CC1)N1CCN(CC1)CC1=CC(=C(C=C1)C1C(NC(CC1)=O)=O)F)=O 3-(4-((4-(1-(4-(5,7-dimethoxy-4-oxo-3,4-dihydroquinazolin-2-yl)phenyl)piperidin-4-yl)piperazin-1-yl)methyl)-2-fluorophenyl)piperidine-2,6-dione